ClC1=C(C[C@@H]2[C@H](OC(O2)(C)C)CCO)C=CC=C1 2-((4R,5R)-5-(2-chlorobenzyl)-2,2-dimethyl-1,3-dioxolan-4-yl)ethanol